2-(3-(trifluoromethyl)phenyl)acetic acid FC(C=1C=C(C=CC1)CC(=O)O)(F)F